ClCC(=O)C1=CNC2=NC=CC(=C21)OC 2-chloro-1-(4-methoxy-1H-pyrrolo[2,3-b]pyridin-3-yl)ethan-1-one